OC[C@@]1(O)[C@@H](O)[C@@H](O)CO1 β-L-ribulofuranose